2-cyano-2,3-diisobutylbutanedioic acid diethyl ester C(C)OC(C(C(C(=O)OCC)CC(C)C)(CC(C)C)C#N)=O